CC1CC(=O)OCC1 3-methylpentanolide